C12CN(CC(CC1)O2)CCCO 3-(8-oxa-3-azabicyclo[3.2.1]octan-3-yl)propan-1-ol